C1NCCC2C=3C1=CC=CC3C3(CC2)CCCCC3 2',3',4',4a',5',6'-Hexahydro-1'H-spiro[cyclohexan-1,7'-naphtho[1,8-cd]azepin]